N1-acetylspermidine CC(=O)NCCCNCCCCN